BrC=1C=C(C2=C(N(N=N2)C2=CC=C3C(=NNC3=C2)COC(C(=O)O)C(=O)O)C1)F 2-((6-(6-bromo-4-fluoro-1H-benzo[d][1,2,3]triazol-1-yl)-1H-indazol-3-yl)methoxy)malonic acid